ClCC=1CCN(CC1C1=CC=C(C=C1)Cl)C(=O)OC(C)(C)C tert-butyl 4-(chloromethyl)-5-(4-chlorophenyl)-3,6-dihydro-2H-pyridine-1-carboxylate